ClN1N=CC2=CC=CC=C12 chloro-1H-indazole